(2E)-N-(3-bromo-5-fluoro-2-methylphenyl)-2-(hydroxyimino)acetamide BrC=1C(=C(C=C(C1)F)NC(/C=N/O)=O)C